NCC(CCCN)CCCCN 4-Aminomethyl-1,8-diaminooctan